FC(OC1=CC=CC2=CN([C@H]3C=4N(C(=C21)C3)C3=C(N4)C=CC(=C3)C=3C=NC(=NC3)C(C)(C)O)CC(F)(F)F)F (7R,14R)-1-(difluoromethoxy)-11-[2-(2-hydroxypropan-2-yl)pyrimidin-5-yl]-6-(2,2,2-trifluoroethyl)-6,7-dihydro-7,14-methanobenzimidazo[1,2-b][2,5]benzodiazocin